C(CCCCCCCCCCCCCCCCC)(=O)[O-].[Na+].[Cl-].[Na+] sodium chloride sodium stearate